ClC1=C(C(=CC=C1)Cl)C1=NC(=NC2=C1C(NC=1N2CCN1)=O)NC1=CC(=C(C=C1)C1(CCN(CC1)C)O)F (2,6-dichlorophenyl)-2-((3-fluoro-4-(4-hydroxy-1-methylpiperidin-4-yl)phenyl)amino)-8,9-dihydroimidazo[1,2-a]pyrimido[5,4-e]pyrimidin-5(6H)-one